2-(3,4-dimethoxyphenyl)-7-[(3S)-3-(propan-2-ylamino)pyrrolidin-1-yl]-4H-pyrido[1,2-a]pyrimidin-4-one COC=1C=C(C=CC1OC)C=1N=C2N(C(C1)=O)C=C(C=C2)N2C[C@H](CC2)NC(C)C